C12CC(CC2C1)OC1=C(C=C(C=C1F)NC(=O)C=1N=C(OC1CC)N1CCCC1)Cl N-(4-(cis-bicyclo[3.1.0]hexan-3-yloxy)-3-chloro-5-fluorophenyl)-5-ethyl-2-(pyrrolidin-1-yl)oxazole-4-carboxamide